C(CCCCCCCCC=C)(=O)OC1=CC=C2C3=C1OC1C34CCN(C(C4(CCC1O)O)C2)CC2CCC2 3-(cyclobutylmethyl)-4a,7-dihydroxy-2,3,4,4a,5,6,7,7a-octahydro-1H-4,12-methanobenzofuro[3,2-e]isoquinolin-9-yl undec-10-enoate